5-fluoro-3-hydroxy-3-methylindolin-2-one FC=1C=C2C(C(NC2=CC1)=O)(C)O